2-methyl-5-{[(1R,3R,5S)-8-{6-[2-(pyrrolidin-1-yl)ethyl]pyridine-3-carbonyl}-8-azabicyclo[3.2.1]octan-3-yl]amino}benzonitrile CC1=C(C#N)C=C(C=C1)NC1C[C@H]2CC[C@@H](C1)N2C(=O)C=2C=NC(=CC2)CCN2CCCC2